Cl.C(#C)C=1C=C(C=CC1)CN (3-ethynylphenyl)methanamine hydrochloride